COC=1C=C2C(=CN(C(C2=CC1OC)=O)C1=C2C=CNC2=CC(=C1)OC)C(=O)N1CCCCC1 6,7-dimethoxy-2-(6-methoxy-1H-indol-4-yl)-4-(piperidine-1-carbonyl)isoquinolin-1(2H)-one